C1(CCCCCCCCC1)SP(OC1CCCCCCCCC1)OC1CCCCCCCCC1.C(C)(C)(C)C1=CC(=CC(=C1)C1=CC(=CC=C1)[N+](=O)[O-])C(C)(C)C 1,3-Di-tert-butyl-5-(3-nitrophenyl)benzene tricyclodecyl-thiophosphite